di(sec-butyl) peroxycarbonate C(OC(C)CC)(=O)OOC(C)CC